1-benzyl-6-(3,5-dimethylisoxazol-4-yl)-N-(2-(4-methylpiperazin-1-yl)ethyl)-1H-imidazo[4,5-b]pyridin-2-amine C(C1=CC=CC=C1)N1C(=NC2=NC=C(C=C21)C=2C(=NOC2C)C)NCCN2CCN(CC2)C